C1(=CC=CC=C1)NC=1C(=C2C=CC=CC2=CC1)C=1C(=CC=C2C=CC=CC12)NC1=CC=CC=C1 (S)-N2,N2'-diphenyl-[1,1'-binaphthyl]-2,2'-diamine